FC(C=1C(=C(C=NC1)NCC=1C=C2N=CC=NC2=CC1)O[C@H]1CN[C@H](C1)C)F 5-(difluoromethyl)-4-(((3R,5S)-5-methylpyrrolidin-3-yl)oxy)-N-(quinoxalin-6-ylmethyl)pyridin-3-amine